Cyclohex-2-En-1-Yl Methyl Carbonate C(OC1C=CCCC1)(OC)=O